6-(ethoxymethyl)-2-phenylquinolin-4(1H)-one C(C)OCC=1C=C2C(C=C(NC2=CC1)C1=CC=CC=C1)=O